CC1(CN2C(OC1)=C(C=N2)S(=O)(NC(NC2=C1C(=CC=3CCCC23)CC1)=O)=NC(C1=CC=CC=C1)(C1=CC=CC=C1)C1=CC=CC=C1)C 6,6-dimethyl-N-((2,4,5,6-tetrahydro-1H-cyclobuta[f]inden-3-yl)carbamoyl)-N'-trityl-6,7-dihydro-5H-pyrazolo[5,1-b][1,3]oxazine-3-sulfonimidamide